methyl (8S)-7-[2-[(4-phenylbenzoyl)amino]acetyl]-1,4-dioxa-7-azaspiro[4.4]nonane-8-carboxylate C1(=CC=CC=C1)C1=CC=C(C(=O)NCC(=O)N2CC3(OCCO3)C[C@H]2C(=O)OC)C=C1